CC1=C(C=CC(=C1)C)S(=O)(=O)N1N=C(C=C1)C(=O)NCC1=NC=C(N=C1)C 1-(2,4-dimethylphenyl)sulfonyl-N-[(5-methylpyrazin-2-yl)methyl]pyrazole-3-carboxamide